C(C1=CC=CC=C1)OC(=O)N[C@@H]1CC2=C(C=C(C=N2)N2CCN(CC2)C(=O)OC(C)(C)C)OC1 tert-butyl (R)-4-(3-(((benzyloxy)carbonyl)amino)-3,4-dihydro-2H-pyrano[2,3]pyridin-7-yl)piperazine-1-carboxylate